(5-((1-(2,6-dioxopiperidin-3-yl)-3-methyl-2-oxo-2,3-dihydro-1H-benzo[d]imidazol-5-yl)ethynyl)pyrimidin-2-yl)-6-oxo-2,7-diazaspiro[4.4]nonane-2-carboxylic acid tert-butyl ester C(C)(C)(C)OC(=O)N1C(C2(CC1)C(NCC2)=O)C2=NC=C(C=N2)C#CC2=CC1=C(N(C(N1C)=O)C1C(NC(CC1)=O)=O)C=C2